(S)-2-(2-(5-cyano-6-(2-methylazetidine-1-yl)-4-(trifluoromethyl)pyridin-2-yl)-2-azaspiro[3.3]heptan-6-yl)acetic acid C(#N)C=1C(=CC(=NC1N1[C@H](CC1)C)N1CC2(C1)CC(C2)CC(=O)O)C(F)(F)F